4-[5-(3-{[2-(2,6-dioxopiperidin-3-yl)-1,3-dioxo-2,3-dihydro-1H-isoindol-4-yl]amino}propoxy)pentyl]-N-[(1r,3r)-3-(3-chloro-4-cyanophenoxy)-2,2,4,4-tetramethylcyclobutyl]benzamide O=C1NC(CCC1N1C(C2=CC=CC(=C2C1=O)NCCCOCCCCCC1=CC=C(C(=O)NC2C(C(C2(C)C)OC2=CC(=C(C=C2)C#N)Cl)(C)C)C=C1)=O)=O